C(C)C1=NN(C2=C1C(NCC1(CCOCC1)C2)=O)CCCCC2OCCC(C2)C(=O)OC(C)C2=NC=1N(C=C2)N=CC1F 1-(3-fluoropyrazolo[1,5-a]pyrimidin-5-yl)ethan-1-ol 4-(3-ethyl-4-oxo-spiro[6,8-dihydro-5H-pyrazolo[4,3-c]azepine-7,4'-tetrahydropyran]-1-yl)butyl-tetra-hydropyran-4-carboxylate